O1CCOC12CCC(CC2)COC2=NOC(=C2)C(C(=O)OCC)C(C)C Ethyl 2-(3-(1,4-dioxaspiro[4.5]decan-8-ylmethoxy)isoxazol-5-yl)-3-methylbutanoate